ZINC BROMIDE [Br-].[Zn+2].[Br-]